ClC1=C(C=CC(=C1)F)[C@@H](C)NC(=O)[C@]1(C=2C=CC=NC2[C@](CC1)(CO)O)F (5S,8R)-N-((R)-1-(2-chloro-4-fluorophenyl)ethyl)-5-fluoro-8-hydroxy-8-(hydroxy-methyl)-5,6,7,8-tetrahydroquinoline-5-carboxamide